NC1=CC(=C(C(=C1)F)N1C(N(C2=C(C3=C1C=C(C=C3)C#N)C=C(C=N2)Cl)CC)=O)F 7-(4-amino-2,6-difluorophenyl)-2-chloro-5-ethyl-6-oxo-6,7-dihydro-5H-benzo[d]-pyrido[3,2-f][1,3]diazepine-9-carbonitrile